((3-(4-cyclopropyl-1,2,3,4-tetrahydroquinoxaline-1-carbonyl)pyridin-2-yl)oxy)benzofuran-3-carboxylic acid C1(CC1)N1CCN(C2=CC=CC=C12)C(=O)C=1C(=NC=CC1)OC=1OC2=C(C1C(=O)O)C=CC=C2